C(#N)C1CN(C1)S(=O)(=O)C=1C=C(C=CC1)C(=O)N1[C@H](CCC1)C(=O)NCC1=CC=C(C=C1)C1CC1 1-((3-((3-cyano-1-azetidinyl)sulfonyl)phenyl)carbonyl)-N-(4-cyclopropylbenzyl)-D-prolinamide